FC(COC)(F)C=1C(=C(C=CC1)C(C)=NS(=O)C(C)(C)C)F N-(1-(3-(1,1-difluoro-2-methoxyethyl)-2-fluorophenyl)ethylidene)-2-methylpropane-2-sulfinamide